N-[5-(1H-benzimidazol-2-yl)-1-[(4-methoxyphenyl)methyl]pyrazol-3-yl]-5-chloro-pyrazine-2-carboxamide N1C(=NC2=C1C=CC=C2)C2=CC(=NN2CC2=CC=C(C=C2)OC)NC(=O)C2=NC=C(N=C2)Cl